5,7-dihydroxy-6,8,4'-trimethyl-Oxyflavone OC1=C2C(C=C(OC2=C(C(=C1OC)O)OC)C1=CC=C(C=C1)OC)=O